butyl 3-(((trifluoromethyl) sulfonyl)oxy)-2,5-dihydro-1H-pyrrole-1-carboxylate FC(S(=O)(=O)OC=1CN(CC1)C(=O)OCCCC)(F)F